CP1(CC=NC=C1)=O 4-methyl-4-oxo-1,4-azaphosphine